5-[4-[[(5-Methyl-2-furanyl)methyl]amino]-6-quinazolinyl]-2-furanmethanol CC1=CC=C(O1)CNC1=NC=NC2=CC=C(C=C12)C1=CC=C(O1)CO